C[N+](C)(C)CCCC[C@H](N)C(=O)O trimethyllysine